6-ethoxybenzo[d]thiazol-2-amine C(C)OC1=CC2=C(N=C(S2)N)C=C1